5-Chloro-3-(3-(3-cyclopropyl-2-oxoimidazolin-1-yl)piperidin-1-yl)-1,2,4-triazine-6-Formaldehyde ClC=1N=C(N=NC1C=O)N1CC(CCC1)N1C(N(CC1)C1CC1)=O